tert-Butyl 4-(1-((2-((R)-3-cyclohexyl-2-methylpropanoyl)-5-hydroxy-2-azaspiro[5.5]undecan-5-yl)methyl)-6-oxo-4-phenyl-1,6-dihydropyridine-3-carbonyl)piperazine-1-carboxylate C1(CCCCC1)C[C@H](C(=O)N1CC2(C(CC1)(O)CN1C=C(C(=CC1=O)C1=CC=CC=C1)C(=O)N1CCN(CC1)C(=O)OC(C)(C)C)CCCCC2)C